5-(((5-fluoro-2,3-dihydrobenzofuran-4-yl)methyl)amino)-8-(2-methylpyridin-3-yl)imidazo[1,2-c]pyrimidine-2-carboxylic acid FC=1C=CC2=C(CCO2)C1CNC1=NC=C(C=2N1C=C(N2)C(=O)O)C=2C(=NC=CC2)C